OC=1C(=C(C(=CC1)C)C=1C=2N(C3=CC(=NC=C3C1)NC(=O)C1CC1)C=NN2)C N-(4-(3-hydroxy-2,6-dimethylphenyl)-[1,2,4]triazolo[4,3-a][1,6]naphthyridin-8-yl)cyclopropanecarboxamide